CC1=CC=C(C=C1)S(=O)(=O)C(C(C)=O)CCC 3-(p-toluenesulfonyl)-2-hexanone